ethyl 4-bromo-6-methyl-1-(4-methylbenzene-1-sulfonyl)-7-oxo-6,7-dihydro-1H-pyrrolo[2,3-c]pyridine-2-carboxylate BrC=1C2=C(C(N(C1)C)=O)N(C(=C2)C(=O)OCC)S(=O)(=O)C2=CC=C(C=C2)C